4-[2-(p-methoxyphenoxy)ethoxy]salicylic acid COC1=CC=C(OCCOC=2C=C(C(C(=O)O)=CC2)O)C=C1